5-Fluoro-N-methyl-2-(3-methyl-6-{1-[(3R)-2-methyl-6-oxohexan-3-yl]azetidin-3-yl}imidazo[1,5-a]pyridin-8-yl)-N-(isopropyl)benzamide FC=1C=CC(=C(C(=O)N(C(C)C)C)C1)C=1C=2N(C=C(C1)C1CN(C1)[C@@H](C(C)C)CCC=O)C(=NC2)C